[N+](=O)([O-])C=1N(C=CN1)C(CO)CO 2-(2-Nitro-1H-imidazol-1-yl)propane-1,3-diol